1,4-dihydroxynon-2-ene OCC=CC(CCCCC)O